NC=1C2=C(N=CN1)N(C=C2C=2SC1=C(C2)C=C(C=C1OC)C)C1CN(CC1)C(\C=C\CN1CCN(CC1)CC)=O (E)-1-(3-(4-amino-5-(7-methoxy-5-methylbenzothien-2-yl)-7H-pyrrolo[2,3-d]pyrimidin-7-yl)pyrrolidin-1-yl)-4-(4-ethylpiperazin-1-yl)but-2-en-1-one